C(C=C)SCC(=O)C1=CC(=C(C(=C1)Cl)N)Cl 2-allylthio-1-(4-amino-3,5-dichlorophenyl)ethan-1-one